ethyl 4-[7-hydroxy-2,5-dimethyl-3-[4-(trifluoromethyl)phenyl]pyrazolo[1,5-a]pyrimidin-5-yl]piperidin-1-carboxylate OC1=CC(N=C2N1NC(=C2C2=CC=C(C=C2)C(F)(F)F)C)(C)C2CCN(CC2)C(=O)OCC